[Si](C)(C)(C(C)(C)C)OCC1=C(C(=NN1CC(=O)OC(C)(C)C)OC(C)C)I tert-butyl 2-[5-[[tert-butyl(dimethyl)silyl]oxymethyl]-4-iodo-3-isopropoxy-pyrazol-1-yl]acetate